3-chloro-4-(2-methylcyclopropyl)-5-(4,4,5,5-tetramethyl-1,3,2-dioxaborolan-2-yl)phenol ClC=1C=C(C=C(C1C1C(C1)C)B1OC(C(O1)(C)C)(C)C)O